BrC=1C=C2C(=NC(=NN2C1)Cl)N(C(OC(C)(C)C)=O)CC=1OC=CC1 tert-butyl (6-bromo-2-chloropyrrolo[2,1-f][1,2,4]triazin-4-yl)(furan-2-ylmethyl)carbamate